BrC=1C=C2C(=C(C(N(C2=CC1O)C)=O)C#N)N1CCC(CC1)C=1OC2=C(N1)C=C(C=C2)C 6-Bromo-7-hydroxy-1-methyl-4-[4-(5-methyl-1,3-benzooxazol-2-yl)piperidin-1-yl]-2-oxo-1,2-dihydro-quinoline-3-carbonitrile